N=1N=CN2C=NC(=CC21)OC2=C(C=C(C=C2)NC2=NC=NC1=CC=C(C=C21)C=CC(=O)NC2CC2)C 3-(4-((4-([1,2,4]triazolo[4,3-c]pyrimidin-7-yloxy)-3-methylphenyl)amino)quinazolin-6-yl)-N-cyclopropylacrylamide